C(C)(C)(C)OC(=O)N[C@H]1C[C@H](CCC1)C1=NN=C2N1C=C(C(=C2)C(=O)OC)Cl Methyl 3-[(1S,3R)-3-(tert-butoxycarbonylamino)cyclohexyl]-6-chloro-[1,2,4]triazolo[4,3-a]pyridine-7-carboxylate